C(CCC\C=C/C\C=C/C\C=C/C\C=C/CCCCC)(=O)[NH-] arachidonoyl-amide